CC(C)[C@H](C(=O)O)NC(=O)[C@H](CS)NC(=O)CCC[C@@H](C(=O)O)N L-alpha-aminoadipyl-L-cysteinyl-D-valine